FC1=C(C=CC(=N1)C(=O)NC([2H])([2H])[2H])N1CCN(CC1)CC=1C=C2NC(C(=NC2=CC1)CC(F)(F)F)=O 6-fluoro-N-(methyl-d3)-5-(4-((3-oxo-2-(2,2,2-trifluoroethyl)-4H-quinoxaline-6-yl)methyl)piperazin-1-yl)pyridine-2-carboxamide